methyl 1-(4-cyanophenyl)-1H-pyrrole-3-carboxylate C(#N)C1=CC=C(C=C1)N1C=C(C=C1)C(=O)OC